2,4-Dichloro-6-(2,4-dimethoxybenzyl)-5-(o-tolyl)-5,6-dihydro-7H-pyrrolo[3,4-b]pyridin-7-one ClC1=CC(=C2C(=N1)C(N(C2C2=C(C=CC=C2)C)CC2=C(C=C(C=C2)OC)OC)=O)Cl